N-(4-methoxybenzyl)methane-d-amine hydrochloride Cl.COC1=CC=C(CNC[2H])C=C1